5-fluorocytidine FC=1C(=NC(N([C@H]2[C@H](O)[C@H](O)[C@@H](CO)O2)C1)=O)N